(2-(benzo[d][1,3]dioxol-4-yl)ethyl)-5-hydroxy-1-(pyridin-2-yl)-1H-pyrazole-3-carboxamide O1COC2=C1C=CC=C2CCC=2C(=NN(C2O)C2=NC=CC=C2)C(=O)N